(S)-1-(2-(4-(5-(3,5-difluorophenyl)-4,5-dihydro-1H-pyrazole-1-carbonyl)piperazin-1-yl)-5-fluoropyrimidin-4-yl)-1H-pyrazole-4-carboxylic acid methyl ester COC(=O)C=1C=NN(C1)C1=NC(=NC=C1F)N1CCN(CC1)C(=O)N1N=CC[C@H]1C1=CC(=CC(=C1)F)F